(5R,8S)-N-(4-chloro-3-(trifluoromethyl)phenyl)-2-phenyl-6,7,8,9-tetrahydro-5H-5,8-epimino-cyclohepta[d]pyrimidine-10-carboxamide ClC1=C(C=C(C=C1)NC(=O)N1[C@@H]2CC[C@H]1CC=1N=C(N=CC12)C1=CC=CC=C1)C(F)(F)F